hydroxytetrahydromethylpyrimidinecarboxylic acid OCN1C(NCC=C1)C(=O)O